O1C(N=CC1)=[Se] oxazolineselon